CC1=NNC(=C1N)C 3,5-dimethyl-1H-pyrazol-4-amine